ClC(C(F)F)(Cl)Cl 1,1,1-trichloro-2,2-difluoroethane